COC[C@H]1N(CCC1)C=1C=C2C(=CC=NC2=CC1)C(=O)O (S)-6-(2-(methoxymethyl)pyrrolidin-1-yl)quinoline-4-carboxylic acid